sulfydryl-silver S[Ag]